(tert-butyl 1-(4-(2-(6-(bis(2,4-dimethoxybenzyl) amino)-2-butoxy-5-nitropyrimidin-4-yl) ethyl)-3-methoxybenzyl) piperidin-4-yl) carbamate C(N)(OC1CC(N(CC1)CC1=CC(=C(C=C1)CCC1=NC(=NC(=C1[N+](=O)[O-])N(CC1=C(C=C(C=C1)OC)OC)CC1=C(C=C(C=C1)OC)OC)OCCCC)OC)C(C)(C)C)=O